ClC=1C=C(C=CC1C1=CC(=NC=C1)O[C@H]1CN(CC1)C=1C=NNC(C1Cl)=O)S(=O)(=O)NCCC (R)-3-chloro-4-(2-((1-(5-chloro-6-oxo-1,6-dihydropyridazin-4-yl)pyrrolidin-3-yl)oxy)pyridin-4-yl)-N-propylbenzenesulfonamide